6-oxopiperidine-2-carboxamide O=C1CCCC(N1)C(=O)N